tert-butyl (R)-2-(chlorobenzylideneamino)-2-methylhexanoate ClC(C1=CC=CC=C1)=N[C@@](C(=O)OC(C)(C)C)(CCCC)C